(S)-5-(3,5-difluorophenyl)-2,5,6,7-tetrahydro-3H-pyrrolo[2,1-c][1,2,4]triazol-3-one FC=1C=C(C=C(C1)F)[C@@H]1CCC2=NNC(N21)=O